(benzofuran-5-yloxy)(tert-butyl)dimethylsilane O1C=CC2=C1C=CC(=C2)O[Si](C)(C)C(C)(C)C